NC1=C(C([C@](O1)([2H])C1=CC=C(C(=O)OCC)C=C1)=O)OS(=O)(=O)C([2H])([2H])C1=C(C(=C(C(=C1[2H])[2H])[2H])[2H])[2H] ethyl (S)-4-(5-amino-3-oxo-4-((((phenyl-d5)methyl-d2)sulfonyl)oxy)-2,3-dihydrofuran-2-yl-2-d)benzoate